2-(8-ethyl-3-(methoxymethoxy)naphthalene-1-yl)-4,4,5,5-Tetramethyl-1,3,2-dioxaborolane C(C)C=1C=CC=C2C=C(C=C(C12)B1OC(C(O1)(C)C)(C)C)OCOC